FC(CN1C2=C(OCC1=O)C(=CC(=C2)C(=O)N[C@H](C)C=2C=NC(=NC2)C(F)(F)F)C=2SC(=CN2)C)(C)F (R)-4-(2,2-difluoropropyl)-8-(5-methylthiazol-2-yl)-3-oxo-N-(1-(2-(trifluoromethyl)pyrimidin-5-yl)ethyl)-3,4-dihydro-2H-benzo[b][1,4]oxazine-6-carboxamide